7-Chloro-10-(hydroxymethyl)-3,3-dimethyl-2,3,4a,9,9a,10-hexahydro-1H-indeno[1,2-c]pyrazolo[1,2-a]pyrazol-1-one ClC1=CC=2CC3C(N4N(C3CO)C(CC4(C)C)=O)C2C=C1